tert-butyl (S)-3-((7-fluoroquinolin-5-yl)(methyl)amino)pyrrolidine-1-carboxylate FC1=CC(=C2C=CC=NC2=C1)N([C@@H]1CN(CC1)C(=O)OC(C)(C)C)C